(chloro)-fluorenol ClC1=C(C=2CC3=CC=CC=C3C2C=C1)O